C1(CC1)CC1=NOC(=N1)CN1CC2(C1)CNC2 3-(cyclopropyl-methyl)-5-(2,6-diazaspiro[3.3]heptan-2-ylmethyl)-1,2,4-oxadiazole